2-(aminomethyl)-N-(2,4-dimethoxybenzyl)-9-fluoro-7-methoxy-[1,2,4]triazolo[1,5-c]quinazolin-5-amine NCC1=NN2C(=NC=3C(=CC(=CC3C2=N1)F)OC)NCC1=C(C=C(C=C1)OC)OC